7-{[2-(4-Chlorophenyl)imidazo[1,2-a]pyridin-3-yl]methyl}-3-oxa-7,9-diazabicyclo[3.3.1]nonan-Dihydrochlorid Cl.Cl.ClC1=CC=C(C=C1)C=1N=C2N(C=CC=C2)C1CN1CC2COCC(C1)N2